C1CCC2C(C1)C(=O)C3CCCC=C3C2=O octahydroanthraquinone